ClC1=CC=C(C=C1)CNC(=O)NC1=CC=C(C=C1)CC(=O)N1C(CN(CC1)C(=O)OC(C)(C)C)(C)C tert-butyl 4-{2-[4-({[(4-chlorophenyl)methyl]amino} carbonylamino)phenyl]acetyl}-3,3-dimethylpiperazinecarboxylate